methyl-(2-chloro-4-fluoro-phenyl) propionate C(CC)(=O)OC1=C(C(=C(C=C1)F)C)Cl